CC1(NCCC1)C 2,2-dimethyl-Pyrrolidine